3-(1-(4-fluoro-2-methylphenyl)-4-oxo-7-(trifluoromethyl)-1,4-dihydroquinazolin-3(2H)-yl)-6-methoxypicolinonitrile FC1=CC(=C(C=C1)N1CN(C(C2=CC=C(C=C12)C(F)(F)F)=O)C=1C(=NC(=CC1)OC)C#N)C